[Na+].ON1C(C(CC1=O)S(=O)(=O)[O-])=O N-hydroxysulfosuccinimide, sodium salt